[C@@H]12CNC[C@H]2C1N1C=NC2=CC=C(C=C2C1=O)OC1=C(C#N)C(=CC=C1F)F 2-[3-[(1R,5S)-3-azabicyclo[3.1.0]hexan-6-yl]-4-oxo-quinazolin-6-yl]oxy-3,6-difluoro-benzonitrile